BrC=1C=C(C(=O)C2=CC(=C(C=C2)F)Br)C=CC1F 3,3'-dibromo-4,4'-difluorobenzophenone